CN1C(=CC(=C1)NC(=O)C=1N(C=C(N1)NC(=O)C=1N(C=C(C1)NC(CCNC(=O)C=1N(C=CN1)C)=O)C)C)C(=O)OC methyl 1-methyl-4-[1-methyl-4-(1-methyl-4-{3-[(1-methylimidazol-2-yl)formamido]propanamido}pyrrole-2-amido)imidazole-2-amido]pyrrole-2-carboxylate